2-oxo-N-(phenyl(4-(pyridin-2-yl)phenyl)methyl)-6-(trifluoromethyl)-1,2-dihydropyridine-3-carboxamide O=C1NC(=CC=C1C(=O)NC(C1=CC=C(C=C1)C1=NC=CC=C1)C1=CC=CC=C1)C(F)(F)F